C1(=CC=CC=C1)[B-](C1=CC=CC=C1)(C1=CC=CC=C1)C1=CC=CC=C1.C(CCC)[P+](C1=CC=CC=C1)(C1=CC=CC=C1)C1=CC=CC=C1 butyltriphenylphosphonium tetraPhenyl-borate